C1(CCCC1)N(C1CCCC1)C1CCCC1 tricyclopentylamine